CN(C=1C=2N(C=C(N1)C)N=C(C2)C(=O)OCC)C ethyl 4-(dimethylamino)-6-methylpyrazolo[1,5-a]pyrazine-2-carboxylate